tert-butyl (2S,4R)-2-((((benzyloxy)carbonyl)amino)methyl)-4-((tert-butyldimethylsilyl)oxy)pyrrolidine-1-carboxylate C(C1=CC=CC=C1)OC(=O)NC[C@H]1N(C[C@@H](C1)O[Si](C)(C)C(C)(C)C)C(=O)OC(C)(C)C